C1=CC(=C[N+](=C1)[C@@H]2[C@@H]([C@@H]([C@H](O2)COP(=O)(O)OP(=O)(O)OC[C@@H]3[C@H]([C@H]([C@@H](O3)N4C=NC5=C(N=CN=C54)N)O)O)O)O)C(=O)N The molecule is a nicotinamide dinucleotide that is NAD(+) in which the anomeric centre of the ribosylnicotinamide moiety has alpha- rather than beta-configuration It is a conjugate acid of an alpha-NAD(1-).